IC(I)C1=C(C=CC(=C1)CCC)S(=O)(=O)C1=C(C=C(C=C1)CCC)C(I)I diiodomethyl-p-propylphenylsulfone